methylene distearate C(CCCCCCCCCCCCCCCCC)(=O)OCOC(CCCCCCCCCCCCCCCCC)=O